zirconium (IV) 2-ethylhexanoate C(C)C(C(=O)[O-])CCCC.[Zr+4].C(C)C(C(=O)[O-])CCCC.C(C)C(C(=O)[O-])CCCC.C(C)C(C(=O)[O-])CCCC